N1=CC=C(C=C1)C1=CC=2C=NC(=CC2N1)NC(=O)[C@H]1COCC1 (R)-N-(2-(pyridin-4-yl)-1H-pyrrolo[3,2-c]pyridin-6-yl)tetrahydrofuran-3-carboxamide